C12CC(CC(C1)C2)=O norpinan-3-one